2-(4-(3-(piperidin-1-yl)propoxy)phenyl)-3-hydroxy-4H-benzopyran-4-one N1(CCCCC1)CCCOC1=CC=C(C=C1)C=1OC2=C(C(C1O)=O)C=CC=C2